7-((((benzyloxy)carbonyl)amino)methyl)-7-(4-methylthiazol-2-yl)-3-azabicyclo[4.1.0]heptan-3-ium chloride [Cl-].C(C1=CC=CC=C1)OC(=O)NCC1(C2CC[NH2+]CC12)C=1SC=C(N1)C